C1(CC1)NC(C1=C(C=C(C=C1OC)C1=CN=C2N1C=CC(=C2)OCC2COCC2)OC(F)F)=O N-cyclopropyl-2-(difluoromethoxy)-6-methoxy-4-[7-(tetrahydrofuran-3-ylmethoxy)imidazo[1,2-a]pyridin-3-yl]benzamide